6-amino-7-[(2-chloro-5-fluorophenyl)carbonyl]-2,2-dioxo-1H-2λ6-benzo[2,1-e][1,3,4]oxathiazine-8-carbonitrile NC=1C(=C(C=2NS(COC2C1)(=O)=O)C#N)C(=O)C1=C(C=CC(=C1)F)Cl